2-ethyl-3,7-dimethyl-6-[4-(trifluoromethoxy) phenoxy]-4-quinolylmethyl carbonate C(OCC1=C(C(=NC2=CC(=C(C=C12)OC1=CC=C(C=C1)OC(F)(F)F)C)CC)C)([O-])=O